OC1=NC2=NC=NC(=C2N1)NC 8-hydroxy-N6-methyladenine